C(C=C)(=O)N1[C@H](CN(CC1)C1=CC(=NC=2CN(CCC12)C1=CC=CC2=CC=CC(=C12)C)C(=O)N[C@@]1(CNCC1)CC)CC#N 4-((S)-4-acryloyl-3-(cyanomethyl)piperazin-1-yl)-N-((S)-3-ethylpyrrolidin-3-yl)-7-(8-methylnaphthalen-1-yl)-5,6,7,8-tetrahydro-1,7-naphthyridine-2-carboxamide